ClC=1C(=NC(=NC1)NC1=C(C=C(C=C1)N1CCC(CC1)N1C[C@H](N([C@H](C1)C)C)C)OC(F)F)NC1=C(SC=C1)C(=O)N 3-((5-chloro-2-((2-(difluorometh-oxy)-4-(4-((3R,5S)-3,4,5-trimeth-ylpiperazin-1-yl)piperidin-1-yl)-phenyl)amino)pyrimidin-4-yl)-amino)thiophene-2-carboxamide